C1C(CC12CNCC2)N2N=CC1=C(C=C(C=C21)C(=O)N)C2=NN=C(N2)C2=CC(=NN2CC)C 1-(6-azaspiro[3.4]octan-2-yl)-4-[5-(1-ethyl-3-methyl-1H-pyrazol-5-yl)-4H-1,2,4-triazol-3-yl]-1H-indazole-6-carboxamide